tert-butyl-(2R,5S)-5-methyl-2-[1-(1H-pyrazol-3-yl)pyrazol-4-yl]piperidine C(C)(C)(C)N1[C@H](CC[C@@H](C1)C)C=1C=NN(C1)C1=NNC=C1